BrC1=NSC=2C1=NC(=CC2Cl)N2[C@@H](COCC2)C (R)-4-(3-bromo-7-chloroisothiazolo[4,5-b]pyridin-5-yl)-3-methylmorpholine